(5-(5-(3-benzyl-1-((2-methyl-2H-1,2,3-triazol-4-yl)sulfonyl)pyrrolidin-3-yl)-6-methyl-1H-indazol-1-yl)-2-fluorophenyl)methanol C(C1=CC=CC=C1)C1(CN(CC1)S(=O)(=O)C1=NN(N=C1)C)C=1C=C2C=NN(C2=CC1C)C=1C=CC(=C(C1)CO)F